tert-butyl 4-(3-fluoro-4-(7-((3-(4-fluoropiperidin-1-yl)propyl)carbamoyl)-6-methoxybenzo[d]imidazo[2,1-b]thiazol-2-yl)phenyl)piperidine-1-carboxylate FC=1C=C(C=CC1C=1N=C2SC3=C(N2C1)C=C(C(=C3)C(NCCCN3CCC(CC3)F)=O)OC)C3CCN(CC3)C(=O)OC(C)(C)C